2-((3'-(4-Chloro-2-fluorobenzyloxy)-2-fluorobiphenyl-4-yl)methyl)-1-(2-methoxyethyl)-1H-benzo[d]imidazol ClC1=CC(=C(COC=2C=C(C=CC2)C2=C(C=C(C=C2)CC2=NC3=C(N2CCOC)C=CC=C3)F)C=C1)F